CN(C(=O)NC1=NN(C(=C1)C(C(F)(F)F)(C)C)C)C1CC2(CN(C2)C(=O)C2=C3N(N=C2)C=CN3C)C1 1-methyl-1-(2-(1-methyl-1H-imidazo[1,2-b]pyrazole-7-carbonyl)-2-azaspiro[3.3]heptan-6-yl)-3-(1-methyl-5-(1,1,1-trifluoro-2-methylpropan-2-yl)-1H-pyrazol-3-yl)urea